5-fluoro-N-(2-methylphenyl)-4-(3-oxo-5,6-dihydro-3H-[1,2,4]triazolo[3,4-c][1,4]oxazin-2(8H)-yl)-2-{[(2S)-1,1,1-trifluoropropan-2-yl]oxy}benzamide FC=1C(=CC(=C(C(=O)NC2=C(C=CC=C2)C)C1)O[C@H](C(F)(F)F)C)N1N=C2COCCN2C1=O